2-hydroxyethanoic acid OCC(=O)O